CC1=NN=C(O1)[C@H](C)CC (R)-2-(5-methyl-1,3,4-oxadiazol-2-yl)butan